2,5-bis(4-nitrophenoxy)-N1,N4-bis(3,4-dihydroxyphenethyl)-1,4-benzenedicarboxamide [N+](=O)([O-])C1=CC=C(OC2=C(C=C(C(=C2)C(=O)NCCC2=CC(=C(C=C2)O)O)OC2=CC=C(C=C2)[N+](=O)[O-])C(=O)NCCC2=CC(=C(C=C2)O)O)C=C1